4-[5-(ethylsulfonylmethyl)-2-[3-[2-(4-piperidyloxy)ethoxy]phenoxy]phenyl]-6-methyl-1H-pyrrolo[2,3-c]pyridin-7-one C(C)S(=O)(=O)CC=1C=CC(=C(C1)C=1C2=C(C(N(C1)C)=O)NC=C2)OC2=CC(=CC=C2)OCCOC2CCNCC2